N-(2-cyclopropylethyl)-2-{[8-fluoro-6-hydroxy-7-(1,1,4-trioxo-1λ6,2,5-thiadiazolidin-2-yl)naphthalen-2-yl]oxy}acetamide C1(CC1)CCNC(COC1=CC2=C(C(=C(C=C2C=C1)O)N1S(NC(C1)=O)(=O)=O)F)=O